CC=1SC2=C(N1)C=CC(=C2)C=2N=C1N(C(C2)=O)C=C(C=C1)N1C[C@@H](NCC1)C 2-(2-methyl-1,3-benzothiazol-6-yl)-7-[(3S)-3-methylpiperazin-1-yl]-4H-pyrido[1,2-a]pyrimidin-4-one